2,3-Difluoro-4-methoxy-6-(prop-1-en-2-yl)benzonitrile FC1=C(C#N)C(=CC(=C1F)OC)C(=C)C